3-Bromo-6-(2,3-dimethylphenyl)-1,2,4-triazine BrC=1N=NC(=CN1)C1=C(C(=CC=C1)C)C